OCC1CNC(N1)=O 5-(hydroxymethyl)imidazolidine-2-one